2-(2-(((4-methylbenzo[d]thiazol-2-yl)methyl)carbamoyl)-2,3-dihydro-1H-inden-2-yl)acetic acid CC1=CC=CC2=C1N=C(S2)CNC(=O)C2(CC1=CC=CC=C1C2)CC(=O)O